1-(4-chloro-3-(methoxy-methyl)-1-phenyl-1H-pyrazol-5-yl)-3-((3S,4R)-4-(3,5-difluorophenyl)-1-(2-methoxyethyl)pyrrolidin-3-yl)urea ClC=1C(=NN(C1NC(=O)N[C@@H]1CN(C[C@H]1C1=CC(=CC(=C1)F)F)CCOC)C1=CC=CC=C1)COC